ClC1=CC(=NC=2N1C=CN2)C=2C(=NC(=NC2)OC)OC 5-chloro-7-(2,4-dimethoxypyrimidin-5-yl)Imidazo[1,2-a]pyrimidine